The molecule is a nucleotide-sugar oxoanion that is the conjugate base of UDP-alpha-D-glucosamine, arising from deprotonation of the diphosphate group and protonation of the amino group; major species at pH 7.3. It is a conjugate base of an UDP-alpha-D-glucosamine. C1=CN(C(=O)NC1=O)[C@H]2[C@@H]([C@@H]([C@H](O2)COP(=O)([O-])OP(=O)([O-])O[C@@H]3[C@@H]([C@H]([C@@H]([C@H](O3)CO)O)O)[NH3+])O)O